N=1ON=C2C1C=CC(=C2)C(=O)N 2,1,3-benzoxadiazole-5-carbamide